BrC1=CC=C(\C=N\C(=O)C2=CC=C(C=C2)C2=CC=CC=C2)C=C1 (E)-N-(4-bromobenzylidene)-[1,1'-biphenyl]-4-formamide